sodium isopropyl-sulfinate tert-Butyl-3-[(3-chlorophenyl)ethynyl]-5,6-dihydroimidazo[1,2-a]pyrazine-7(8H)-carboxylate C(C)(C)(C)OC(=O)N1CC=2N(CC1)C(=CN2)C#CC2=CC(=CC=C2)Cl.C(C)(C)S(=O)[O-].[Na+]